N-(1-hydroxypropan-2-yl)-2-(1-methyl-1H-pyrazol-4-yl)-3-oxo-6-[4-(trifluoromethoxy)phenyl]-2,3-dihydropyridazine-4-carboxamide OCC(C)NC(=O)C=1C(N(N=C(C1)C1=CC=C(C=C1)OC(F)(F)F)C=1C=NN(C1)C)=O